FC1=C(C=CC=C1F)CN1C(CCC1=O)CC(=O)OCCS(=O)(=O)C 2-methylsulfonylethyl 2-[1-[(2,3-difluorophenyl)methyl]-5-oxopyrrolidin-2-yl]acetat